(2R)-N-(3-fluorophenyl)-2-{methyl[2-(1-methyl-1H-imidazol-4-yl)-5H,6H,7H-cyclopenta[d]pyrimidin-4-yl]amino}propanamide FC=1C=C(C=CC1)NC([C@@H](C)N(C=1C2=C(N=C(N1)C=1N=CN(C1)C)CCC2)C)=O